C(CCCCCCCCCCC)NC(OC[C@]1(O[C@H](C[C@@H]1O)N1C2=NC(=NC(=C2N=C1)N)F)C#C)=O ((2R,3S,5R)-5-(6-amino-2-fluoro-9H-purin-9-yl)-2-ethynyl-3-hydroxytetrahydrofuran-2-yl)methyl dodecylcarbamate